3-(ethylamino)benzoic acid methyl ester COC(C1=CC(=CC=C1)NCC)=O